2-(1-(6,7-dimethoxyquinazolin-4-yl)azetidin-3-yl)-N-hydroxyacetamide COC=1C=C2C(=NC=NC2=CC1OC)N1CC(C1)CC(=O)NO